NCC=1C=C(C=CC1)C=1C=CC2=C(C(=CO2)COC2=C(C(=CC=C2)F)CC(=O)O)C1 2-(2-((5-(3-(aminomethyl)phenyl)benzofuran-3-yl)methoxy)-6-fluorophenyl)acetic acid